CC1=C(C(NC(=C1)C)=O)CNC(=O)C=1C=C(C=C(C1C)NCC)C1=CC=C(C=C1)CC1=NC2=C(N1)C=CC=C2C(=O)N 2-((3'-(((4,6-dimethyl-2-oxo-1,2-dihydropyridin-3-yl)methyl)carbamoyl)-5'-(ethylamino)-4'-methyl-[1,1'-biphenyl]-4-yl)methyl)-1H-benzo[d]imidazole-4-carboxamide